BrC=1C(=C2C(=NC1)NC[C@]21C[C@@H](CC1)OC)Cl |r| (1RS,3RS)-5'-bromo-4'-chloro-3-methoxy-1',2'-dihydrospiro[cyclopentane-1,3'-pyrrolo[2,3-b]pyridine]